[Si](C1=CC=CC=C1)(C1=CC=CC=C1)(C(C)(C)C)OCCC#CC(=O)N1CC(CCC1)C1=CC(=C(C=C1)Cl)Cl 5-((tert-butyldiphenylsilyl)oxy)-1-(3-(3,4-dichlorophenyl)piperidin-1-yl)pent-2-yn-1-one